C(C1=CC=CC=C1)OC(COCNC(CNC(OCC1C2=CC=CC=C2C=2C=CC=CC12)=O)=O)=O 1-(9H-fluoren-9-yl)-3,6-dioxo-2,9-dioxa-4,7-diazaundecane-11-oic acid benzyl ester